(2-vinyl)-1,2-cyclohexanediol C(=C)C1(C(CCCC1)O)O